FC=1C(=C2C=NNC2=CC1)C1=C(C(=NC=2CN(CCC12)C(C)C)N1CC2(CN(C2)C(C=C)=O)CC1)C 1-(6-(4-(5-fluoro-1H-indazol-4-yl)-3-methyl-7-(2-propanyl)-5,6,7,8-tetrahydro-1,7-naphthyridin-2-yl)-2,6-diazaspiro[3.4]octan-2-yl)-2-propen-1-one